CC1=NOC(=C1C1=C(OC[C@@H]2N(CCCC2)C(=O)OC(C)(C)C)C=CC(=C1)NC)C Tert-butyl (2R)-2-[[2-(3,5-dimethylisoxazol-4-yl)-4-(methylamino)phenoxy]methyl]piperidine-1-carboxylate